C1(CCCCC1)NC(=O)C1=CC=CN2C1=NC1=CC=C(C=C1C2=O)F N-cyclohexyl-2-fluoro-11-oxo-11H-pyrido[2,1-b]quinazoline-6-carboxamide